2-((S)-(perfluorophenoxy)(phenoxy)phosphorylamino)propionic acid (S)-cyclohexyl ester C1(CCCCC1)OC(C(C)N=P(=O)OC1=C(C=CC=C1)OC1=C(C(=C(C(=C1F)F)F)F)F)=O